4-(3,8-diazabicyclo[3.2.1]octan-3-yl)-2-(3-fluoro-1-methyl-1H-pyrazol-4-yl)-1H-pyrrolo[2,3-b]pyridine hydrochloride Cl.C12CN(CC(CC1)N2)C2=C1C(=NC=C2)NC(=C1)C=1C(=NN(C1)C)F